N1(CCNCC1)C1=CN=CC(=N1)C1=CC(=CS1)NC(CCCC)=O N-(5-(6-(piperazin-1-yl)pyrazin-2-yl)thiophen-3-yl)valeramide